FC=1C=C(C=C(C1)OCC(C)C)C1=CC=C(C(=N1)N1C(CC(C1)C)(C)C)C(=O)NS(=O)(=O)C1=CC(=CC=C1)O 6-(3-Fluoro-5-isobutoxyphenyl)-N-(3-hydroxyphenyl)sulfonyl-2-(2,2,4-trimethylpyrrolidin-1-yl)pyridin-3-carboxamid